[N+](=O)([O-])OC(CCCCC(=O)OCCN(C)C1CN(C1)S(=O)(=O)C1=CC(=C(C=C1)OCC)C=1NC(C2=C(N1)C(=NN2C)CCC)=O)CO[N+](=O)[O-] 2-((1-((4-ethoxy-3-(1-methyl-7-oxo-3-propyl-6,7-dihydro-1H-pyrazolo[4,3-d]pyrimidin-5-yl)phenyl)sulfonyl)azetidin-3-yl)(methyl)amino)ethyl 6,7-bis(nitrooxy)heptanoate